FC=1C=C(C=CC1)C1(CCOCC1)CNC1=CC(=NC=2N1N=CC2)CCC N-[[4-(3-fluorophenyl)tetrahydro-2H-pyran-4-yl]methyl]-5-propyl-pyrazolo[1,5-a]pyrimidin-7-amine